ClC=1SC=2C(=CC=3C(C(NC3C2)[2H])[2H])N1 2-chloro-6,7-dihydro-5H-thiazolo[4,5-f]indole-6,7-d2